C(C)(=O)ON=C(C1=CC(=CC=C1)CC(NS(=O)(=O)C1CC1)C=1SC2=C(N1)C=CC=C2)N [[amino-[3-[2-(1,3-benzothiazol-2-yl)-2-(cyclopropylsulfonylamino) ethyl]phenyl]methylene]amino] acetate